N[C@@H]1[C@@H](OCC12CCN(CC2)C=2C(NC(=CN2)SC2=C(C(=NC=C2)F)Cl)=O)C 3-((3S,4S)-4-Amino-3-methyl-2-oxa-8-azaspiro[4.5]decan-8-yl)-6-((3-chloro-2-fluoropyridin-4-yl)-thio)pyrazin-2(1H)-on